IC1(C(NC(N([C@H]2C[C@H](OCSC)[C@@H](CO[Si](C)(C)C(C)(C)C)O2)C1)=O)=O)C 5-iodo-5'-O-tert-butyldimethylsilyl-3'-O-methylthiomethyl-thymidine